6-(1-isopropylpiperidin-4-yl)-6,7,8,9-tetrahydro-2H-1,2,5,6-tetraazabenzo[cd]azulene C(C)(C)N1CCC(CC1)N1C=2C3=C(NN=C3CCC1)C=CN2